18-(3-ethylcyclopropane-1-en-1-yl)-14-hydroxyoctadec-4,7,10,12,16-pentaenoic acid C(C)C1C=C1CC=CCC(C=CC=CCC=CCC=CCCC(=O)O)O